C(C)OC(CCC=1C=C(C=CC1)C(C(=O)OCC1=CC=CC=C1)(CCC(C(CO)(F)F)(C)C)C)=O benzyl 2-(3-(3-ethoxy-3-oxopropyl)phenyl)-6,6-difluoro-7-hydroxy-2,5,5-trimethylheptanoate